4-[6-(5-chloro-2-fluorophenyl)-3-(3-methylsulfonylpropoxy)pyridazin-4-yl]pyridine-2,4-diamine ClC=1C=CC(=C(C1)C1=CC(=C(N=N1)OCCCS(=O)(=O)C)C1(CC(=NC=C1)N)N)F